2-[2-(2,2-difluoro-3-hydroxy-propyl)pyrazolo[3,4-b]pyridin-6-yl]-3-methyl-5-(trifluorometh-yl)phenol FC(CN1N=C2N=C(C=CC2=C1)C1=C(C=C(C=C1C)C(F)(F)F)O)(CO)F